C1=CC(=CC(=C1)F)N The molecule is a derivative of aniline in which the hydrogen at position 3 has been substituted by fluorine. It is used as a pharmaceutical intermediate. It is a primary arylamine and a fluoroaniline.